CC1=C(C(=CC=C1)C)C1=NC=2NS(C3=CC=CC(C(N4CCN(CC(OC(=C1)N2)C4)C4CC2(C4)CCCCC2)=O)=C3)(=O)=O 12-(2,6-dimethylphenyl)-18-{spiro[3.5]nonan-2-yl}-15-oxa-8λ6-thia-1,9,11,18,22-pentaazatetracyclo[14.4.1.13,7.110,14]tricosa-3(23),4,6,10(22),11,13-hexaene-2,8,8-trione